NC(CN1CCN(CCN(CCN(CC1)CP(=O)(O)O)CC(N)=O)CC1=[N+](C=CC2=CC=CC=C12)[O-])=O 1-((4,10-bis(2-amino-2-oxoethyl)-7-(phosphonomethyl)-1,4,7,10-tetraazacyclododecan-1-yl)methyl)isoquinoline 2-oxide